decyl α-hydroxyisobutyrate OC(C(=O)OCCCCCCCCCC)(C)C